7-(tert-butyl) 2-ethyl 5,6-dihydro-[1,2,4]triazolo[1,5-a]pyrazine-2,7(8H)-dicarboxylate N=1C(=NN2C1CN(CC2)C(=O)OC(C)(C)C)C(=O)OCC